NC(CO)C=1C(=C(C=CC1)C1=CC(=CC(=C1)N1CCC2(CC2)CC1)COC1=C(C=CC=C1)CC(=O)O)F 2-(2-((3'-(1-amino-2-hydroxyethyl)-2'-fluoro-5-(6-azaspiro[2.5]octan-6-yl)-[1,1'-biphenyl]-3-yl)methoxy)phenyl)acetic acid